4-(N-(tert-butyl)sulfamoyl)-N-(4-cyclopentyl-3-oxo-3,4-dihydro-2H-benzo[b][1,4]oxazin-6-yl)-2-(6-azaspiro[2.5]octan-6-yl)benzamide C(C)(C)(C)NS(=O)(=O)C1=CC(=C(C(=O)NC2=CC3=C(OCC(N3C3CCCC3)=O)C=C2)C=C1)N1CCC2(CC2)CC1